C[N+]1(CC2=C(N(C=3C=CC(=CC23)C)C)CC1)C 2,2,5,8-Tetramethyl-2,3,4,5-tetrahydro-1H-pyrido[4,3-b]indol-2-ium